(3-chlorophenyl)-1H-benzo[d]imidazole ClC=1C=C(C=CC1)N1C=NC2=C1C=CC=C2